(S)-N-(4-([1,2,4]triazolo[1,5-a]pyridin-7-yloxy)-3-methylphenyl)-6-(2-methylpiperazin-1-yl)quinazolin-4-amine hydrochloride Cl.N=1C=NN2C1C=C(C=C2)OC2=C(C=C(C=C2)NC2=NC=NC1=CC=C(C=C21)N2[C@H](CNCC2)C)C